(R)-(+)-3-chlorophenyl-propanol edetate monosodium [Na+].C(N(CC(=O)[O-])CC(=O)O)CN(CC(=O)O)CC(=O)O.ClC=1C=C(C=CC1)[C@@H](CC)O